C(C)S(=O)(=O)C=1C(=NC(=CC1)N1N=NC=C1)C=1C=NC=2N(C1)N=C(C2)C(F)(F)F 6-(3-(ethylsulfonyl)-6-(1H-1,2,3-triazol-1-yl)pyridin-2-yl)-2-(trifluoromethyl)pyrazolo[1,5-a]pyrimidine